C(C)OC(=O)C1=C(N=C(S1)N(C1=NC(=CC=N1)NCC1=CC=C(C=C1)C1=NN=NN1)NCCCCO)C 4-Methyl-2-[[[4-hydroxyl]butyl]amino-6-[4-(1H-tetrazol-5-yl)-benzylamino]-pyrimidin-2-ylamino]-thiazole-5-carboxylic acid ethyl ester